8-chloro-N-(2,2-dimethylcyclopropyl)-7,9-dimethyl-pyrido[3',2':4,5]furo[3,2-d]pyrimidin-4-amine ClC1=C(C2=C(OC3=C2N=CN=C3NC3C(C3)(C)C)N=C1C)C